FC1=C2C(C=C(NC2=CC(=C1CCC1CCOCC1)F)C=1C=C(C#N)C=CC1S(=O)(=O)C)=O 3-(5,7-difluoro-4-oxo-6-(2-(tetrahydro-2H-pyran-4-yl)ethyl)-1,4-dihydroquinolin-2-yl)-4-(methylsulfonyl)benzonitrile